CC=1SC=C(N1)CN1CC(CC1)(C1OCCCC1)CCC1=CC=CC=C1 2-methyl-4-((3-phenethyl-3-(tetrahydro-2H-pyran-2-yl)pyrrolidin-1-yl)methyl)thiazole